Cl.N[C@H](C(CO)(F)F)C1CC1 (S)-3-amino-3-cyclopropyl-2,2-difluoropropane-1-ol hydrochloride